tert-butyl (4-((8-(N-decyldecanamido)octyl)(8-(didecylamino)-8-oxooctyl)amino)-3-fluoro-4-oxobutyl)carbamate C(CCCCCCCCC)N(C(CCCCCCCCC)=O)CCCCCCCCN(C(C(CCNC(OC(C)(C)C)=O)F)=O)CCCCCCCC(=O)N(CCCCCCCCCC)CCCCCCCCCC